Cl(=O)(=O)(=O)O.N1C=NC=C1 1H-Imidazole perchlorate